6-meth-oxy-4-methyl-pyridazin-3-amine COC1=CC(=C(N=N1)N)C